CO[Si](CCC(F)(F)F)(OC)OC Trimethoxy(3,3,3-trifluoro-propyl)silan